[Na+].C(CCCCCCCCCCC)OS([O-])(=O)=O sulfuric acid monododecyl ester, sodium salt